CN1N=NC(=C1NC(O[C@H](C)C=1C(=NC=CC1)Cl)=O)C1=NC=C(C=C1)NC(=O)C12CC(C1)(C2)C(F)(F)F (R)-1-(2-chloropyridin-3-yl)ethyl (1-methyl-4-(5-(3-(trifluoromethyl) bicyclo[1.1.1]pentane-1-carboxamido) pyridin-2-yl)-1H-1,2,3-triazol-5-yl)carbamate